C[C@@H]1N([C@H](CN(C1)C1=NC=C(C=N1)C(F)(F)F)C)C(=O)OCCC1=CNC(C(=C1)C(F)(F)F)=O 2-(6-oxo-5-(trifluoromethyl)-1,6-dihydropyridin-3-yl)ethyl (2S,6S)-2,6-dimethyl-4-(5-(Trifluoromethyl)pyrimidin-2-yl)piperazine-1-carboxylate